4-[(2,6-difluorophenyl)methyl]-2-[3-fluoro-4-[[5-fluoro-2-[(2S,3S)-3-hydroxy-2-methyl-azetidin-1-yl]-4-pyridyl]oxy]phenyl]-1,2,4-triazol-3-one FC1=C(C(=CC=C1)F)CN1C(N(N=C1)C1=CC(=C(C=C1)OC1=CC(=NC=C1F)N1[C@H]([C@H](C1)O)C)F)=O